Imidazole-1-sulfonyl azide hydrochloride Cl.N1(C=NC=C1)S(=O)(=O)N=[N+]=[N-]